ClC=1C=C(C=CC1F)C(C=1NC=C(N1)S(=O)(=O)NC1CC1)C1=CC(=C(C=C1)F)F 2-((3-chloro-4-fluorophenyl)(3,4-difluorophenyl)methyl)-N-cyclopropyl-1H-imidazole-4-sulfonamide